3-(4-cyano-2-methylphenoxy)-5-methyl-6-(trifluoromethyl)pyridazine-4-carboxylic acid C(#N)C1=CC(=C(OC=2N=NC(=C(C2C(=O)O)C)C(F)(F)F)C=C1)C